methyl 6-methoxy-1-(tetrahydro-2H-pyran-2-yl)-1H-indazole-5-carboxylate COC1=C(C=C2C=NN(C2=C1)C1OCCCC1)C(=O)OC